3-(5-amino-1-oxo-isoindolin-2-yl)piperidine-2,6-dione NC=1C=C2CN(C(C2=CC1)=O)C1C(NC(CC1)=O)=O